(R)-2-propyl-1,2,3,4-tetrahydroquinoxaline C(CC)[C@H]1NC2=CC=CC=C2NC1